C(C)SC=1C=CC(=C(C(=O)N2CCN(CC2)CCCC2=CNC3=CC=C(C=C23)C#N)C1)OC1COC1 3-[3-[4-[5-ethylsulfanyl-2-(oxetan-3-yloxy)benzoyl]piperazin-1-yl]propyl]-1H-indole-5-carbonitrile